1,4-bis(4-vinylphenoxy)butane C(=C)C1=CC=C(OCCCCOC2=CC=C(C=C2)C=C)C=C1